(R)-(3-(1',2'-dihydrospiro[cyclopropane-1,3'-pyrrolo[2,3-b]pyridin]-5'-yl)-2-fluorophenyl)(2-(1-methyl-1H-pyrazol-4-yl)piperidin-1-yl)methanone N1CC2(C=3C1=NC=C(C3)C=3C(=C(C=CC3)C(=O)N3[C@H](CCCC3)C=3C=NN(C3)C)F)CC2